C(C=C)(=O)OCCOC(NCC(CC(CCNC(OCCOC(C=C)=O)=O)C)(C)C)=O 7,7,9-trimethyl-4,13-dioxo-3,14-dioxa-5,12-diazahexadecane-1,16-diol diacrylate